FC1=C(C=CC(=C1)F)C1=CC=C(C=C1)C=O 2',4'-difluorobiphenyl-4-carbaldehyde